CN1N=CC(=C1)C1=CC(=C2C=CC=NC2=C1)C=1C=CC(=NC1)N1CC2NC(C1)C2 3-(5-(7-(1-methyl-1H-pyrazol-4-yl)quinolin-5-yl)pyridin-2-yl)-3,6-diazabicyclo[3.1.1]heptane